[Cl-].C(CCCCCCCCCCCCCCCCC)[N+](C)(C)C(CC=1C=C(C(O)=CC1)O)=O octadecyl-(4-catecholacetyl)dimethylammonium chloride